C1(CCCCC1)CO[C@@H]([C@@H](C(=O)NC)C1NCC12CNCC2C(=O)N)C ((2S,3R)-3-(cyclohexylmethoxy)-1-(methylamino)-1-oxobutan-2-yl)-2,6-diazaspiro[3.4]octane-8-carboxamide